2-(4-(6-cyclopentyl-1'-methyl-6'-oxo-1',6'-dihydro-[3,4'-bipyridin]-3'-yl)-1H-pyrazol-1-yl)-6-fluorobenzonitrile C1(CCCC1)C1=CC=C(C=N1)C=1C(=CN(C(C1)=O)C)C=1C=NN(C1)C1=C(C#N)C(=CC=C1)F